9-hydroxy-N,5,9-trimethyldec-4-en-1-imine oxide OC(CCCC(=CCCC=[N+](C)[O-])C)(C)C